OC(C(CC1=CC(=C(C=C1)OC)OCCCOC)=O)(C)C 3-hydroxy-1-(4-methoxy-3-(3-methoxypropoxy)phenyl)-3-methylbutan-2-one